(S)-3-(2-((5-(2-(4,5-dichloro-6-oxopyridazin-1(6H)-yl)propanamido)-2-methylphenyl)sulfonamido)ethyl)benzoic acid ClC=1C=NN(C(C1Cl)=O)[C@H](C(=O)NC=1C=CC(=C(C1)S(=O)(=O)NCCC=1C=C(C(=O)O)C=CC1)C)C